ClCCCN1CCN(CC1)CCCCl 1,4-bis(3-chloropropyl)piperazine